C(C)C=1C=C2CCCC2=CC1CC 5,6-diethyl-indan